3-methyl-4-[(1-methylpyrrolidin-3-yl)methoxy]benzoic acid CC=1C=C(C(=O)O)C=CC1OCC1CN(CC1)C